tert-Butyl N-(2-[({3-[(3R)-3-[(tert-butyldimethylsilyl)oxy]-4,4-dimethylcyclohexyl]-1-(oxan-2-yl)-1H-pyrazol-4-yl}methyl)(methyl)amino]ethyl)-N-methylcarbamate [Si](C)(C)(C(C)(C)C)O[C@@H]1CC(CCC1(C)C)C1=NN(C=C1CN(CCN(C(OC(C)(C)C)=O)C)C)C1OCCCC1